Cl.C1(CCC1)C(C(F)(F)F)N 1-cyclobutyl-2,2,2-trifluoroethanamine hydrochloride